4-(2-hydroxyethanesulfonylamino)-2-(spiro[2.5]oct-5-en-6-yl)-N-(7,8,9,10-tetrahydro-6H-benzo[4,5]imidazo[1,2-a]azepin-4-yl)benzamide OCCS(=O)(=O)NC1=CC(=C(C(=O)NC2=CC=CC3=C2N=C2N3CCCCC2)C=C1)C1=CCC2(CC2)CC1